C[C@@H]1C(CC(N(C1)C(=O)OC(C)(C)C)=O)=O tert-butyl (S)-5-methyl-2,4-dioxopiperidine-1-carboxylate